4-benzyloxy-5-methyl-2-propyl-pyrazole-3-carboxylic acid methyl ester COC(=O)C=1N(N=C(C1OCC1=CC=CC=C1)C)CCC